2-(2-tert-amyl-5-isopropylphenoxy)aniline C(C)(C)(CC)C1=C(OC2=C(N)C=CC=C2)C=C(C=C1)C(C)C